BrCC(C)(C)CBr 2,2-bis(bromomethyl)propane